(S)-N-(3-chloro-2-fluorophenylmethyl)-2-(pentan-2-ylamino)acetamide ClC=1C(=C(C=CC1)CNC(CN[C@@H](C)CCC)=O)F